Cl.NCC1=CC(=CS1)C(NC)=S 5-(aminomethyl)-N-methylthiophene-3-carbothioamide hydrochloride